8-(4-(4-oxopent-2-enoyl)piperazin-1-yl)naphthalene O=C(C=CC(=O)N1CCN(CC1)C=1C=CC=C2C=CC=CC12)C